OC=1C(=NC=CC1OC)C(=O)N[C@H](C(=O)ON(C(C(C)C)C1=CC=CC=C1)C)C [methyl-(2-methyl-1-phenyl-propyl)amino] (2S)-2-[(3-hydroxy-4-methoxy-pyridine-2-carbonyl)amino]propanoate